[3-(4-aminocinnolin-7-yl)-4-[[1-(trifluoromethyl)cyclopropyl]methoxy]phenyl]boronic acid formic acid salt C(=O)O.NC1=CN=NC2=CC(=CC=C12)C=1C=C(C=CC1OCC1(CC1)C(F)(F)F)B(O)O